OC1=CC=C(C=C1)C(C1=CC=C(C=C1)C(C1=CC=C(C=C1)O)C1=CC=C(C=C1)O)C1=CC=C(C=C1)O α,α,α',α'-tetrakis(4-hydroxyphenyl)-p-xylene